C(CC)OC(=O)C12C3C=CC(C2CCC1)C3 2-propoxycarbonyltricyclo[5.2.1.02,6]Dec-8-ene